C(C1=CC=CC=C1)C1=CC(=C(N=N1)C=1C=C2CN(C(C2=CC1)=O)C1C(NC(CC1)=O)=O)OC 3-(5-(6-benzyl-4-methoxypyridazin-3-yl)-1-oxoisoindolin-2-yl)piperidine-2,6-dione